platinum (1,2-diaminocyclohexane) NC1C(CCCC1)N.[Pt]